C(C)(C)(C)OC(=O)N1C[C@@H](N(CC1)C=1C2=C(N=CN1)N(C=C2N2C(CCC2)=O)[C@@H]2C[C@@H](CCC2)C#N)C (S)-4-(7-(cis-3-cyanocyclohexyl)-5-(2-oxopyrrolidin-1-yl)-7H-pyrrolo[2,3-d]pyrimidin-4-yl)-3-methylpiperazine-1-carboxylic acid tert-butyl ester